2-methyl-α-[2-[[(4-methylphenylsulfonyl)oxy]imino]-3(2H)-thienylidene]benzeneacetonitrile CC1=C(C=CC=C1)C(C#N)=C1C(SC=C1)=NOS(=O)(=O)C1=CC=C(C=C1)C